(S)-(4-(difluoromethyl)-2-(pyridin-2-yl)oxazol-5-yl)(4-(5-methylbenzo[d]oxazol-2-yl)-6,7-dihydro-1H-imidazo[4,5-c]pyridin-5(4H)-yl)methanone FC(C=1N=C(OC1C(=O)N1[C@@H](C2=C(CC1)NC=N2)C=2OC1=C(N2)C=C(C=C1)C)C1=NC=CC=C1)F